2-[2-(aminomethyl)-3,3-difluoro-allyl]-4-(6-bromo-5-methyl-3-pyridyl)-1,2,4-triazol-3-one NCC(CN1N=CN(C1=O)C=1C=NC(=C(C1)C)Br)=C(F)F